aluminum-silicon alloyl-scandium C(C=C)(=O)[Sc].[Si].[Al]